N-(6-METHOXY-1-METHYL-1H-INDAZOL-7-YL)-1-(4-METHYL-5-(4-METHYLPIPERAZINE-1-CARBONYL)PYRIDIN-2-YL)-1H-PYRAZOLE-4-SULFONAMIDE COC1=CC=C2C=NN(C2=C1NS(=O)(=O)C=1C=NN(C1)C1=NC=C(C(=C1)C)C(=O)N1CCN(CC1)C)C